NC1=NC=CC(=C1Cl)SC1=CN=C(N=N1)N1CCC2(CC1)[C@](C1=CC=CC=C1C2)(N)[2H] (R)-1'-(6-((2-amino-3-chloropyridin-4-yl)thio)-1,2,4-triazin-3-yl)-1,3-dihydrospiro[indene-2,4'-piperidin]-1-d-1-amine